4-(4-Ethoxy-2-methylphenyl)-7-Fluoro-5-[4-[(3S)-1-(3-fluoropropyl)pyrrolidin-3-yl]oxyphenyl]-2,3-dihydro-1-benzoxepin-8-ol C(C)OC1=CC(=C(C=C1)C=1CCOC2=C(C1C1=CC=C(C=C1)O[C@@H]1CN(CC1)CCCF)C=C(C(=C2)O)F)C